C(#N)C=1C=C(C=CC1OCC(C)C)C=1SC(=C(N1)C)C(=O)N/N=C/C=1OC(=CC1)C (E)-2-(3-Cyano-4-isobutoxyphenyl)-4-methyl-N'-((5-methylfuran-2-yl)methylene)thiazole-5-carbohydrazide